2,6-bis(triiodomethyl)phenyl-phosphoric acid IC(C1=C(C(=CC=C1)C(I)(I)I)OP(O)(O)=O)(I)I